FC(C1=NNC(=N1)CC1CCC2(CNC2)CC1)(F)F 7-[[3-(trifluorometh-yl)-1H-1,2,4-triazol-5-yl]methyl]-2-aza-spiro[3.5]nonane